(4-cyclobutyl-phenyl)acetonitrile C1(CCC1)C1=CC=C(C=C1)CC#N